N-Hydroxy-2-phenylacetimidoyl chloride ON=C(CC1=CC=CC=C1)Cl